FC1=C(C=CC=C1)N1C=C(C=CC1=O)C(=O)N(C)C 2-fluorophenyl-N,N-dimethyl-6-oxo-1,6-dihydropyridin-3-carboxamid